6-cyclopentyl-2-hydroxy-5-methyl-pyridine-3-carboxylic acid ethyl ester C(C)OC(=O)C=1C(=NC(=C(C1)C)C1CCCC1)O